1-ethyl-2,3-dimethyl-4,5-dihydroimidazolium C(C)N1C(=[N+](CC1)C)C